CN1C=NN=C1C1=C(C=CC=C1)C(F)(F)F 4-methyl-5-(2-(trifluoromethyl)phenyl)-4H-1,2,4-triazole